N-[5-(4,4,5,5-tetramethyl-1,3,2-dioxaborolan-2-yl)-2-pyridyl]cyclopropanecarboxamide CC1(OB(OC1(C)C)C=1C=CC(=NC1)NC(=O)C1CC1)C